tert-butyl ((2S)-1-((4-(4-(5-cyclopropylpyrimidin-2-yl)piperazin-1-yl)-4-oxobutan-2-yl)oxy)propan-2-yl)carbamate C1(CC1)C=1C=NC(=NC1)N1CCN(CC1)C(CC(C)OC[C@H](C)NC(OC(C)(C)C)=O)=O